The molecule is a disaccharide that is alpha-L-galactopyranose in which the hydroxy group at position 2 has been converted into the corresponding alpha-L-fucopyranoside It is a glycoside and a glycosylgalactose. It derives from an alpha-L-fucose and an alpha-L-galactose. C[C@H]1[C@H]([C@H]([C@@H]([C@@H](O1)O)O[C@@H]2[C@@H]([C@H]([C@@H]([C@H](O2)CO)O)O)O)O)O